C(C1=CC=CC=C1)OC(=O)N(CC(CCCCC(C(=O)OC)(C)C1=CC(=CC=C1)Br)(C)C)C methyl 8-(((benzyloxy)carbonyl)(methyl)amino)-2-(3-bromophenyl)-2,7,7-trimethyl-octanoate